tert-butyl (2S,6R)-4-((R)-11-chloro-6-oxo-3-(pyridin-4-yl)-10-(trifluoromethyl)-3,4-dihydro-2H,6H-[1,4]thiazepino[2,3,4-ij]quinazolin-8-yl)-2,6-dimethylpiperazine-1-carboxylate ClC1=C(C=C2C(=NC(N3C2=C1SC[C@@H](C3)C3=CC=NC=C3)=O)N3C[C@@H](N([C@@H](C3)C)C(=O)OC(C)(C)C)C)C(F)(F)F